4-Cyclopropyl-N-[(1R)-1-[3-(1,1-difluoro-2-hydroxy-ethyl)-2-fluoro-phenyl]ethyl]-1-(2-fluoro-4-methoxy-phenyl)-6-oxopyridazine-3-carboxamide C1(CC1)C=1C(=NN(C(C1)=O)C1=C(C=C(C=C1)OC)F)C(=O)N[C@H](C)C1=C(C(=CC=C1)C(CO)(F)F)F